COC(CNC(=O)C=1N(N=CC1)CC)=O 2-[(2-Ethylpyrazole-3-carbonyl)amino]acetic acid methyl ester